NC[C@@H](CNC1=CC(=C(C=C1)N1CCOCC1)F)O (S)-1-amino-3-[(3-fluoro-4-morpholinylphenyl)amino]propan-2-ol